C(C)OC(CC1=CC=C(C(=O)OC(C)(C)C)C=C1)=O tert-Butyl 4-(2-ethoxy-2-oxoethyl)benzoate